COC1CN(C1)C=O (3-methoxyazetidin-1-yl)methanone